C(C)(C)(C)OC(=O)N[C@H](C(=O)OC)CCSCCCC (S)-methyl 2-((tert-butoxycarbonyl)amino)-4-(butylthio)butanoate